bis-trifluoromethyl sulfide FC(F)(F)SC(F)(F)F